C(=CC)N1CCC(CC1)N1[C@@H](C(N(C=2C=NC(=NC12)NC1=C(C=C(C(=O)NCCCC)C=C1)OC)C)=O)CC (R)-4-((8-(1-propenylpiperidin-4-yl)-7-ethyl-5-methyl-6-oxo-5,6,7,8-tetrahydropteridin-2-yl)amino)-N-butyl-3-methoxybenzamide